8-methoxy-3-(3-phenyl-1,2-oxazol-5-yl)-2-(trifluoromethyl)-4H-pyrido[1,2-a]pyrimidin-4-one COC1=CC=2N(C(C(=C(N2)C(F)(F)F)C2=CC(=NO2)C2=CC=CC=C2)=O)C=C1